L-4-2-hydroxyethyl-1-piperazineethanesulfonic acid ethyl-5-bromo-1-cyclopropyl-3,3-dimethyl-2-oxo-indoline-6-carboxylate C(C)OC(=O)C1=C(C=C2C(C(N(C2=C1)C1CC1)=O)(C)C)Br.OCCN1CCN(CC1)CCS(=O)(=O)O